2-(3-chloropyrazin-2-yl)acetonitrile ClC=1C(=NC=CN1)CC#N